perfluorooctadecanoic acid FC(C(=O)O)(C(C(C(C(C(C(C(C(C(C(C(C(C(C(C(C(F)(F)F)(F)F)(F)F)(F)F)(F)F)(F)F)(F)F)(F)F)(F)F)(F)F)(F)F)(F)F)(F)F)(F)F)(F)F)(F)F)F